NC1=CC(=C(C=C1)C1=CN=C(S1)[C@@H]1CC[C@H](CC1)NC(OC(C)C)=O)S(NCC)(=O)=O isopropyl trans-N-[4-[5-[4-amino-2-(ethylsulfamoyl)phenyl]thiazol-2-yl] cyclohexyl]carbamate